2-(4-(4-chloro-3-fluorophenyl)-2,3,9-trimethyl-6H-thieno[3,2-f][1,2,4]triazolo[4,3-a][1,4]diazepin-6-yl)-N-(2,2-dimethoxyethyl)acetamide ClC1=C(C=C(C=C1)C1=NC(C=2N(C3=C1C(=C(S3)C)C)C(=NN2)C)CC(=O)NCC(OC)OC)F